1-benzyl-2-(diethylsilyl)-1H-pyrrolo[2,3-b]pyridine C(C1=CC=CC=C1)N1C(=CC=2C1=NC=CC2)[SiH](CC)CC